FC1=CC(=C(C=C1)C1=NC(=NC=C1)NC1C(NC2=C(O1)C(=CC=C2)CN2CCOCC2)=O)OC ((4-(4-fluoro-2-methoxyphenyl)pyrimidin-2-yl)amino)-8-(morpholinomethyl)-2H-benzo[b][1,4]oxazin-3(4H)-one